N1(CCCC1)N pyrrolidin-1-amine